C[C@]12CC(C[C@](CCC1)(N2)C)OC2=CC=C(N=N2)C2=C(C=C(C(=C2)F)C2=CN=NC(=C2)OC)O 2-(6-(((1R,3S,5S)-1,5-dimethyl-9-azabicyclo[3.3.1]non-3-yl)oxy)pyridazin-3-yl)-4-fluoro-5-(6-methoxypyridazin-4-yl)phenol